ClC=1C=C(C=C(C1C)CN1CCOCC1)NC(OCC1=CC=C2C=C(C(=NC2=C1)C)C1C(NC(CC1)=O)=O)=O (3-(2,6-dioxopiperidin-3-yl)-2-methylquinolin-7-yl)methyl (3-chloro-4-methyl-5-(morpholinomethyl)phenyl)carbamate